4-(hydroxymethyl)-7-methoxy-6-methyl-isocoumarin OCC1=COC(=O)C2=CC(=C(C=C12)C)OC